[SiH2](N)N silandiamine